N-(5-Fluoro-2-pyridyl)-4-hydroxy-1,5,5-trimethyl-2-oxo-6,7-dihydrocyclopenta[b]pyridine-3-carboxamide FC=1C=CC(=NC1)NC(=O)C1=C(C2=C(N(C1=O)C)CCC2(C)C)O